F[C@@H]1[C@@]2(CCC[C@H](C[C@H]1N(C=1N=CC(=NC1)C=1C(=CC(=NC1)N1C=NC=C1)O)C)N2)C 5-(5-(((1S,2S,3R,5R)-2-fluoro-1-methyl-9-azabicyclo[3.3.1]nonan-3-yl)(methyl)amino)pyrazin-2-yl)-2-(1H-imidazol-1-yl)pyridin-4-ol